NC12CCC(CC1)(CC2)CN2N=C1C(CN(CC1)C1=C3C(=NC(=N1)N)N(N=C3)C)=C2 4-(2-((4-aminobicyclo[2.2.2]octan-1-yl)methyl)-6,7-dihydro-2H-pyrazolo[4,3-c]pyridin-5(4H)-yl)-1-methyl-1H-pyrazolo[3,4-d]pyrimidin-6-amine